N1C(C=C2CC3C=CC12C=C3)=O (5r,7ar)-4,5-dihydro-5,7a-ethenoindol-2(1H)-one